C(C)[C@H]1[C@]2(CO[C@@](CC1)(O2)C)C (1S,2R,5R)-2-Ethyl-1,5-dimethyl-6,8-dioxabicyclo[3.2.1]octane